(2,3-di-O-benzyl-β-D-glucopyranosuronic acid) C(C1=CC=CC=C1)O[C@H]1[C@H](O)O[C@@H]([C@H]([C@@H]1OCC1=CC=CC=C1)O)C(=O)O